C1(CCC1)N(C1=C(C(=NC=N1)NC[C@@H]1[C@H](CN(CC1)CC(=O)N)O)F)CC1=NC=C(C=C1)C(F)(F)F ((3R,4R)-4-(((6-(cyclobutyl((5-(trifluoromethyl)pyridin-2-yl)methyl)amino)-5-fluoropyrimidin-4-yl)amino)methyl)-3-hydroxypiperidin-1-yl)acetamide